C(NC(=O)C1OCCC1)([2H])([2H])[2H] N-(methyl-d3)-tetrahydrofuran-2-carboxamide